(7-(6-((3-methoxypropyl)amino)pyridin-3-yl)pyrazolo[1,5-a]pyridin-3-yl)(piperidin-1-yl)methanone COCCCNC1=CC=C(C=N1)C1=CC=CC=2N1N=CC2C(=O)N2CCCCC2